C(#N)C1=CC=C(OC(C(=O)O)(C)C)C=C1 2-(4-cyanophenoxy)-2-methylpropanoic acid